racemic-dimethylsilyl-bis(4,5,6,7-tetrahydro-1-indenyl)zirconium (IV) dichloride [Cl-].[Cl-].C[SiH](C)[Zr+](C1C=CC=2CCCCC12)C1C=CC=2CCCCC12.C[SiH](C)[Zr+](C1C=CC=2CCCCC12)C1C=CC=2CCCCC12